O=S1(COC2=C(N1)C=C(C=C2)NC2=NC=C(C(=N2)NN2C(OC1=C2C=CC=C1)=O)C)=O [2-(2,2-dioxo-1H-benzo[e][1,3,4]oxathiazin-7-ylamino)-5-methyl-pyrimidin-4-ylamino]-3H-benzoxazol-2-one